(5S,8S)-N-(2-chloro-4-fluorobenzyl)-5-fluoro-8-hydroxy-8-methyl-5,6,7,8-tetrahydroquinoline-5-carboxamide ClC1=C(CNC(=O)[C@]2(C=3C=CC=NC3[C@@](CC2)(C)O)F)C=CC(=C1)F